OCCN1N=CC(=C1)C=1C=CC=2N=CN=C(C2N1)N1CC2(C3=CC(=CC=C13)C(=O)N)CCCCC2 1'-(6-(1-(2-hydroxyethyl)-1H-pyrazol-4-yl)pyrido[3,2-d]pyrimidin-4-yl)spiro[cyclohexane-1,3'-indoline]-5'-carboxamide